ethyl (1S,3S,5R)-2-((9,9-difluoro-9H-fluorene-3-carbonyl) glycyl)-5-(methoxymethyl)-2-azabicyclo[3.1.0]hexane-3-carboxylate FC1(C2=CC=CC=C2C=2C=C(C=CC12)C(=O)NCC(=O)N1[C@H]2C[C@]2(C[C@H]1C(=O)OCC)COC)F